4-[3-Hydroxy-7-(4-methoxy-phenyl)-quinolin-2-yl]-4-oxo-butyric acid ethyl ester C(C)OC(CCC(=O)C1=NC2=CC(=CC=C2C=C1O)C1=CC=C(C=C1)OC)=O